O1CCOC12CCNC(CC2)=O 1,4-Dioxa-8-azaspiro[4.6]undecan-9-one